dithiodipropyl dilaurate C(CCCCCCCCCCC)(=O)OCCCSSCCCOC(CCCCCCCCCCC)=O